FC1=NC(=CC(=C1)N(C=1SC(=C(N1)C(=O)NC1C(CC1)(C)C)C)C(COCC)=O)F 2-[(2,6-difluoro-4-pyridinyl)-(2-ethoxyacetyl)amino]-N-(2,2-dimethylcyclobutyl)-5-methyl-thiazole-4-carboxamide